Protocatechuat C(C1=CC(O)=C(O)C=C1)(=O)[O-]